C(C)(C)(C)OC(=O)N1CCC(CC1)OC=1C(=CC2=C(N(C[C@H](N(S2(=O)=O)C)C2CCCCC2)C2=CC=CC=C2)C1)C=1C=CC(=C(C(=O)O)C1)F (R)-5-(7-((1-(tert-butoxycarbonyl)piperidin-4-yl)oxy)-3-cyclohexyl-2-methyl-1,1-dioxido-5-phenyl-2,3,4,5-tetrahydrobenzo[f][1,2,5]thiadiazepin-8-yl)-2-fluorobenzoic acid